BrC=1C=C(C(=C2C=C(N=CC12)C)F)C(F)F 8-Bromo-6-(difluoromethyl)-5-fluoro-3-methylisoquinoline